tert-Butyl 3-(4-cyanomethoxy-7-(thiazol-2-yl)benzo[d]oxazol-2-yl)-3,8-diazabicyclo[3.2.1]octane-8-carboxylate C(#N)COC1=CC=C(C2=C1N=C(O2)N2CC1CCC(C2)N1C(=O)OC(C)(C)C)C=1SC=CN1